(S,E)-3-(4-methoxyphenyl)-2-(3-(4-methoxyphenyl)acrylamido)propanoic acid COC1=CC=C(C=C1)C[C@@H](C(=O)O)NC(\C=C\C1=CC=C(C=C1)OC)=O